1-(4-acetylphenyl)-8-bromo-3-methyl-1,3-dihydro-2H-imidazo[4,5-c]quinolin-2-one C(C)(=O)C1=CC=C(C=C1)N1C(N(C=2C=NC=3C=CC(=CC3C21)Br)C)=O